(E)-isobutylsuccinimide C(C(C)C)C1C(=O)NC(C1)=O